3-[[4-[2-[(2-cyclopropyl-6-methyl-pyrimidin-4-yl)amino]pyrazolo[1,5-a]pyridin-5-yl]-6-methyl-3-pyridyl]oxy]-2,2-dimethyl-propanenitrile C1(CC1)C1=NC(=CC(=N1)NC1=NN2C(C=C(C=C2)C2=C(C=NC(=C2)C)OCC(C#N)(C)C)=C1)C